(2-(2,6-dioxopiperidin-3-yl)-3-oxoisoindolin-5-yl)methyl (3-(tert-butyl)phenyl)carbamate C(C)(C)(C)C=1C=C(C=CC1)NC(OCC=1C=C2C(N(CC2=CC1)C1C(NC(CC1)=O)=O)=O)=O